C(C)(C)C1=CC(=C(C=C1)C1(CC1)C(=O)O)OC 1-(4-isopropyl-2-methoxyphenyl)cyclopropane-1-carboxylic acid